4-[3-[2,6-Dichloro-4-(6,6-difluoro-2-azaspiro[3.3]heptan-2-yl)benzoyl]-2,4-dihydro-1,3-benzoxazin-8-yl]-5-fluoro-2-(3-oxa-8-azabicyclo[3.2.1]oct-8-yl)benzoic acid ClC1=C(C(=O)N2COC3=C(C2)C=CC=C3C3=CC(=C(C(=O)O)C=C3F)N3C2COCC3CC2)C(=CC(=C1)N1CC2(C1)CC(C2)(F)F)Cl